3-(2-Chloroethoxy)propanenitrile ClCCOCCC#N